Methyl alpha-D-glucopyranoside O([C@@H]1[C@H](O)[C@@H](O)[C@H](O)[C@H](O1)CO)C